1,2,3-Triazolium [NH+]=1NN=CC1